2-((2S,4S)-5-chloro-6-fluoro-2-((((cis)-3-(hydroxymethyl)cyclobutyl)amino)methyl)-2-phenyl-2,3-dihydrobenzofuran-4-yl)-3-fluoro-4-(2-hydroxyethoxy)benzamide ClC=1C(=CC2=C(C[C@](O2)(C2=CC=CC=C2)CN[C@@H]2C[C@@H](C2)CO)C1C1=C(C(=O)N)C=CC(=C1F)OCCO)F